2-phenyl-4-(1H-pyrazol-1-yl)4,5-dihydrooxazole C1(=CC=CC=C1)C=1OCC(N1)N1N=CC=C1